3-((4-fluorobenzyl)(methyl)amino)-7,8,9,10-tetrahydro-6H-benzo[c]chromen-6-one FC1=CC=C(CN(C2=CC=C3C4=C(C(OC3=C2)=O)CCCC4)C)C=C1